(7-(3-Ethyl-5-(trifluoromethoxy)phenyl)-2-azaspiro[3.5]nonan-2-yl)((1s,3s)-3-hydroxy-3-methylcyclobutyl)methanone C(C)C=1C=C(C=C(C1)OC(F)(F)F)C1CCC2(CN(C2)C(=O)C2CC(C2)(C)O)CC1